ClC1=CC=C(C(=N1)C(=O)NS(=O)(=O)C)N[C@H](C)C=1C=C(C=C2C(N(C(=NC12)C=1C=NC(=CC1)OC1CCN(CC1)CC(F)F)C)=O)C (R)-6-chloro-3-((1-(2-(6-((1-(2,2-difluoroethyl)piperidin-4-yl)oxy)pyridin-3-yl)-3,6-dimethyl-4-oxo-3,4-dihydroquinazolin-8-yl)ethyl)amino)-N-(methylsulfonyl)picolinamide